CC1N2CCCCOC=3C=CN=C4N(C(N(C=5C=CC(OC1)=C2C5)C43)=O)COCC[Si](C)(C)C 16-methyl-4-(2-trimethylsilylethoxymethyl)-10,18-dioxa-2,4,6,15-tetrazapentacyclo[13.6.2.12,5.019,23.09,24]tetracosa-1(22),5,7,9(24),19(23),20-hexaen-3-one